ClC=1C=C(C=CC1)N[C@H](CC(C)C)C(=O)N1[C@H]2CC([C@@H]([C@@H]1C(=O)N[C@H](\C=C(\C(=O)OCC)/F)C[C@H]1C(NCC1)=O)CC2)(F)F ethyl (S,Z)-4-((1R,3R,4R)-2-((3-chlorophenyl)-D-leucyl)-5,5-difluoro-2-azabicyclo[2.2.2]octane-3-carboxamido)-2-fluoro-5-((S)-2-oxopyrrolidin-3-yl)pent-2-enoate